C(C1=CC=CC=C1)OC(=O)N(C(C)C)CC=1C=CC(=C(C(=O)[O-])C1)OCC 5-((((benzyloxy) carbonyl) (isopropyl) amino) methyl)-2-ethoxybenzoate